C1=NC=CC2=C1C=1N(C=N2)N=CC1 pyrazolo[1,5-c]pyrido[3,4-e]pyrimidine